C(C)(C)(C)OC(=O)NC=1C=C(C=C2C=C(N=CC12)NC(=O)[C@H]1[C@@H](C1)C#N)C=1C(=C(C=NC1)NC(OC(C)(C)C)=O)C |r| (±)-tert-butyl N-[5-[8-(tert-butoxycarbonylamino)-3-[[trans-2-cyanocyclopropanecarbonyl]amino]-6-isoquinolyl]-4-methyl-3-pyridyl]carbamate